N-Cyclopropylmethyl-3,4-methylenedioxyamphetamine 1H-thieno[2,3-d]imidazole-5-carboxylate N1C=NC2=C1C=C(S2)C(=O)O.C2(CC2)CNC(C)CC2=CC1=C(C=C2)OCO1